3-cyclopropyl-1-[3-({4'-fluoro-1',2'-dihydrospiro[cyclopentane-1,3'-indol]-1'-yl}carbonyl)phenyl]urea C1(CC1)NC(NC1=CC(=CC=C1)C(=O)N1CC2(C3=C(C=CC=C13)F)CCCC2)=O